(S)-(2-(2-hydroxypropan-2-yl)-4-(trifluoromethyl)oxazol-5-yl)(4-(7-methylpyrazolo[1,5-a]pyridin-2-yl)-6,7-dihydro-1H-imidazo[4,5-c]pyridin-5(4H)-yl)methanone OC(C)(C)C=1OC(=C(N1)C(F)(F)F)C(=O)N1[C@@H](C2=C(CC1)NC=N2)C2=NN1C(C=CC=C1C)=C2